C(C1=CC=CC=C1)C1CCN(CC1)CCCNC1=NC(=NO1)C1=CC=C(C=C1)OC N-(3-(4-benzylpiperidin-1-yl)propyl)-3-(4-methoxyphenyl)-1,2,4-oxadiazol-5-amine